(2S,5R)-1-(5'-cyano-2'-methyl-[1,1'-biphenyl]-4-carbonyl)-5-(2-fluorophenyl)pyrrolidine-2-carboxylic acid C(#N)C=1C=CC(=C(C1)C1=CC=C(C=C1)C(=O)N1[C@@H](CC[C@@H]1C1=C(C=CC=C1)F)C(=O)O)C